FC=1C=C2C(=C(NC2=C(C1)F)C1=CC=C(C=C1)F)CC(C(=O)O)(F)F [5,7-difluoro-2-(4-fluorophenyl)-1H-indol-3-yl]-2,2-difluoro-propionic acid